FC(C=1C(=C(C=CC1)[C@@H](C)NC=1C2=C(N=C(N1)C)C=NC(=C2)S(=O)(=O)N2CC(NCC2)=O)F)F (R)-4-((4-((1-(3-(difluoromethyl)-2-fluorophenyl)ethyl)amino)-2-methylpyrido[3,4-d]pyrimidin-6-yl)sulfonyl)piperazin-2-one